methyl-2,4-dihydroxybenzophenone CC=1C(=C(C(=O)C2=CC=CC=C2)C=CC1O)O